1-(3-fluorobenzyl)-1H-indole-3-carbaldehyde FC=1C=C(CN2C=C(C3=CC=CC=C23)C=O)C=CC1